8-(5-(difluoromethyl)-2-fluorophenyl)-9-(4-((1-(3-fluoropropyl)azetidin-3-yl)methyl)phenyl)-6,7-dihydro-5H-benzo[7]annulen-3-carboxylat FC(C=1C=CC(=C(C1)C=1CCCC2=C(C1C1=CC=C(C=C1)CC1CN(C1)CCCF)C=CC(=C2)C(=O)[O-])F)F